propyl 3-butylnonanoate C(CCC)C(CC(=O)OCCC)CCCCCC